C[Si](C1=C(C=CC=C1)C(=C)C)(OC(C)C)C dimethyl-isopropoxy(2-isopropenylphenyl)silane